N1C=NC2=C1C=CC(=C2)NC(CN)C2=CC=C(C=C2)C=2SC=C(N2)C2CC2 N1-(1H-Benzimidazol-5-yl)-1-[4-(4-cyclopropyl-1,3-thiazol-2-yl)phenyl]ethane-1,2-diamine